Cl.CN(C(C=C)=O)C (N,N-dimethyl)acrylamide hydrochloride